C(C1=CC=CC=C1)OC(C)(C)C=1N=NN(C1)[C@H](C(=O)N1[C@@H](C[C@H](C1)O)C(=O)NC)C(C)(C)C (2S,4r)-1-[(2S)-2-[4-(1-benzyloxy-1-methyl-ethyl)triazol-1-yl]-3,3-dimethyl-butyryl]-4-hydroxy-N-methyl-pyrrolidine-2-carboxamide